CN(CC1=C(C=CC(=C1)B1OC(C(O1)(C)C)(C)C)N1C[C@H](OCC1)C)C (R)-N,N-dimethyl-1-(2-(2-methylmorpholino)-5-(4,4,5,5-tetramethyl-1,3,2-dioxaborolan-2-yl)phenyl)methanamine